N[C@@H]1[C@@H](CCC1)C(=O)NCCN1C(C=CC1=O)=O |o1:1,2| rel-(1R,2S)-2-amino-N-[2-(2,5-dioxo-2,5-dihydro-1H-pyrrol-1-yl)ethyl]cyclopentanecarboxamide